1-(5-(2-((4-bromo-2,6-dimethylphenyl)imino)-1-(4-bromophenyl)vinyl)-2-methylfuran-3-yl)ethanone BrC1=CC(=C(C(=C1)C)N=C=C(C1=CC=C(C=C1)Br)C1=CC(=C(O1)C)C(C)=O)C